(5R)-3-[2-[(2,2-difluoro-1,3-benzodioxol-5-yl)oxy]-4-pyridyl]-5-ethyl-5-methyl-imidazolidine-2,4-dione FC1(OC2=C(O1)C=CC(=C2)OC2=NC=CC(=C2)N2C(N[C@](C2=O)(C)CC)=O)F